FC(C(=O)O)(F)F.NC1(CC(C1)C)C(=O)OCC Ethyl 1-Amino-3-Methylcyclobutane-1-Carboxylate Trifluoroacetate